NC1=NC=CC(=N1)C1=CC=C(C=C1)NC(C1=CC=C(C=C1)CC)=O N-(4-(2-aminopyrimidin-4-yl)phenyl)-4-ethylbenzamide